N-(6-amino-5-methyl-3-pyridyl)-2-[(2R,3S,5S)-3-Fluoro-2-(4-Fluorophenyl)-5-methyl-1-piperidyl]-2-oxo-acetamide NC1=C(C=C(C=N1)NC(C(=O)N1[C@@H]([C@H](C[C@@H](C1)C)F)C1=CC=C(C=C1)F)=O)C